ClC=1C=CC(=NC1)CN1C(=NC2=C1C=C(C=C2)F)N2C[C@H]([C@@H](CC2)F)N (3R,4R)-1-(1-((5-chloro-2-pyridinyl)methyl)-6-fluoro-1H-benzimidazol-2-yl)-4-fluoro-3-piperidinamine